[Al+3].[Y+3].P(=O)([O-])([O-])[O-].[NH4+].[Mg+2].P(=O)([O-])([O-])[O-].P(=O)([O-])([O-])[O-] magnesium ammonium phosphate Yttrium Aluminum